C(C)N1N=CC=2C1=NC=C(C2NN=C(C)C)C(=O)OCC ethyl 1-ethyl-4-(2-propan-2-ylidenehydrazinyl)pyrazolo[3,4-b]pyridine-5-carboxylate